ClC1=C(C=O)C(=CC=N1)C1=C(C=CC=C1)Cl 2-chloro-4-(2-chlorophenyl)nicotinaldehyde